COC(=O)[C@H]1OC2=CC=C(C=C2CC1)N.C(C1=CC=CC=C1)N1[C@H](CC(C[C@H]1C=1N=NN(C1)C)C(=O)NC1=C(C=C(C=C1)C(F)(F)F)Br)C (2s,6s)-1-benzyl-N-[2-bromo-4-(trifluoromethyl)-phenyl]-2-methyl-6-(1-methyltriazol-4-yl)piperidine-4-carboxamide methyl-(S)-6-aminochromane-2-carboxylate